2-[[4-(4-pyridyl)piperazin-1-yl]methyl]-1H-indole-5-carbonitrile N1=CC=C(C=C1)N1CCN(CC1)CC=1NC2=CC=C(C=C2C1)C#N